3-(6-(hydroxymethyl)-7-methoxy-1-oxoisoindolin-2-yl)piperidine-2,6-dione OCC1=CC=C2CN(C(C2=C1OC)=O)C1C(NC(CC1)=O)=O